chloropropyl-hexanoate ClCCCOC(CCCCC)=O